C(C)OC(C1=CC=C(C=C1)C1CNC(C1)=O)=O 4-(5-oxopyrrolidin-3-yl)benzoic acid ethyl ester